(2R)-4-(1-ethoxy-1,3-dioxo-pentan-2-yl)-2-methylpiperazine-1-carboxylic acid tert-butyl ester C(C)(C)(C)OC(=O)N1[C@@H](CN(CC1)C(C(=O)OCC)C(CC)=O)C